7-chloro-8-fluoro-5-isopropoxy-2-(methylthio)pyrido[4,3-d]Pyrimidine-4(3H)-one ClC1=C(C=2N=C(NC(C2C(=N1)OC(C)C)=O)SC)F